1-(4-fluorophenyl)-2-(tetrahydrofuran-2-yl)-9H-pyrrolo[1,2-a]indol-9-one FC1=CC=C(C=C1)C=1C(=CN2C1C(C=1C=CC=CC21)=O)C2OCCC2